COC1=C(C(=CC=C1)OC)N1C(=NC=2C1=NC(=CN2)NS(=O)(=O)CC2=NC=C(C=C2)F)C2=NC(=CC=C2)OCC N-(1-(2,6-dimethoxyphenyl)-2-(6-ethoxypyridin-2-yl)-1H-imidazo[4,5-b]pyrazin-6-yl)-1-(5-fluoropyridin-2-yl)methanesulfonamide